C(#N)C=1C=NN2C1C(=CC(=C2)OCC(C)(C)O)C=2C=CC(=NC2)N2CCC(CC2)(C)NC(C2=NC(=CC=C2F)C)=O N-(1-(5-(3-cyano-6-(2-hydroxy-2-methylpropoxy)pyrazolo[1,5-a]pyridin-4-yl)pyridin-2-yl)-4-methylpiperidin-4-yl)-3-fluoro-6-methylpicolinamide